C(CCCCCCCCCCC)(=O)OC METHYL DODECANOATE